C(#N)C1=CC=CC=2NC(=NC21)C=2C=C(C=NC2)C2=CC(=NC=C2)C#N 5-(4-cyano-1H-1,3-benzodiazol-2-yl)-[3,4'-bipyridine]-2'-carbonitrile